BrCC(=O)N1CCC1 N-bromoacetylazetidine